5h-[1,4]dithiino[2,3-c:5,6-c']dipyrrole-1,3,5,7(2h,6h)-tetrone C1(C2=C(C(N1)=O)SC1=C(C(NC1=O)=O)S2)=O